CC(C(=O)OCOC(CCN1C(C(=CC=C1)C1=NN(C(=C1)NCC=1SC(=CC1)Cl)C(C(C)(C)C)=O)=O)=O)(C)C ({3-[3-(5-{[(5-chlorothiophen-2-yl)methyl]amino}-1-(2,2-dimethylpropanoyl)-1H-pyrazol-3-yl)-2-oxo-1,2-dihydropyridin-1-yl]propanoyl}oxy)methyl 2,2-dimethylpropanoate